FC(C(=O)O)(F)F.NC=1C=2N(C=C(N1)C(=O)NC1CCC1)C(=CN2)C2=C(C=CC(=C2)S(N[C@@H]2CO[C@H](CC2)CC#N)(=O)=O)C 8-amino-3-(5-(N-((3S,6R)-6-(cyanomethyl)tetrahydro-2H-pyran-3-yl)sulfamoyl)-2-methylphenyl)-N-cyclobutylimidazo[1,2-a]pyrazine-6-carboxamide trifluoroacetate salt